FC1=C(C=CC(=C1)\C=C\C1=CC(=C(C=C1)O)C(=O)O)\C=C\C1=CC(=C(C=C1)O)C(=O)O Fluoro-2,5-bis[(E)-3-carboxy-4-hydroxystyryl]benzene